[N+](=O)([O-])C=1C=C(C=CC1)C=O m-nitrobenzenealdehyde